(R)-4-methyl-5-(4-((6-(4-methyl-1H-imidazol-1-yl)-4-(trifluoromethyl)pyridin-3-yl)methyl)piperazin-2-yl)isobenzofuran-1(3H)-one CC1=C2COC(C2=CC=C1[C@H]1NCCN(C1)CC=1C=NC(=CC1C(F)(F)F)N1C=NC(=C1)C)=O